tert-butyl 2-{[4-(2-methanesulfonylethyl) phenyl] amino}-5H,6H,7H,8H-pyrido[3,4-d]pyrimidine-7-carboxylate CS(=O)(=O)CCC1=CC=C(C=C1)NC=1N=CC2=C(N1)CN(CC2)C(=O)OC(C)(C)C